ClC1=CC=C2C(=CC=NC2=C1)NC=1C=CC=C(C1)O 5-[(7-chloroquinolin-4-yl)amino]phenol